Cl.N[C@@H](C(=O)N[C@H](C(=O)OC)C)CC=1N=CNC1 methyl (2S)-2-[[(2R)-2-amino-3-(1H-imidazol-4-yl)propanoyl]amino]propanoate hydrochloride